5-bromo-1-(3-fluoro-4-methoxybenzoyl)-2,3-dihydro-1H-benzo[b]azepine-4-carbaldehyde BrC=1C2=C(N(CCC1C=O)C(C1=CC(=C(C=C1)OC)F)=O)C=CC=C2